C(=CCC)C1=CC=C(C(=O)OC2=C(C(=CC=C2)O)C=2C(=CC=CC2)O)C=C1 4-butenyl-benzoyloxybiphenol